(4-bromophenoxy)-1-(3-fluoropropyl)azetidine BrC1=CC=C(OC2N(CC2)CCCF)C=C1